C(CCCCCCC)OC(C1=C(C(=C(C(=C1F)F)F)F)F)=O pentafluorobenzoyl n-octyl ether